C(C=C)(=O)NC1=CC=C(C(=O)N2C[C@@H](CCC2)NC2=NC3=CC(=CC=C3C=N2)C(=O)N)C=C1 (R)-2-((1-(4-acrylamidobenzoyl)piperidin-3-yl)amino)quinazoline-7-carboxamide